[3-[6-(4-Chloro-2-methylsulfonyl-phenoxy)-3-pyridyl]azetidin-1-yl]-[(3S)-3-(1,2,4-triazol-4-yl)pyrrolidin-1-yl]methanone ClC1=CC(=C(OC2=CC=C(C=N2)C2CN(C2)C(=O)N2C[C@H](CC2)N2C=NN=C2)C=C1)S(=O)(=O)C